C1=CC(=CC=2OC3=C(C21)C=CC=C3)C3=CC=C(C=C3)C3=C(C=CC(=C3)N)C3=CC=CC=C3 [4-(dibenzo[b,d]furan-3-yl)phenyl][1,1'-biphenyl]-4-amine